C(C1=CC=CC=C1)OC1=C2N=CNC2=NC(=N1)N1CCOCC1 4-(6-(Benzyloxy)-9H-purin-2-yl)morpholine